N-(cyclohexylmethyl)octane-1,8-diamine C1(CCCCC1)CNCCCCCCCCN